FC(CC(C1=C(NC2=CC=CC=C12)C1=CC=CC=C1)C=1C=C(C=CC1)B(O)O)(F)F (3-(3,3,3-trifluoro-1-(2-phenyl-1H-indol-3-yl)propyl)phenyl)boronic acid